((S)-(2-chlorophenyl)(cyclobutyl)methoxy)-N-((R,E)-4-(methylsulfonyl)but-3-en-2-yl)pyrimidine-2-carboxamide ClC1=C(C=CC=C1)[C@@H](OC1=NC(=NC=C1)C(=O)N[C@H](C)\C=C\S(=O)(=O)C)C1CCC1